2,3-Dihydro-1,3-benzothiazole S1CNC2=C1C=CC=C2